C12[C@@H](CC(CC1)O2)CN2C[C@@H]1[C@H](C2)CC(C1)NC=1N=NC(=CC1C(F)(F)F)C1=C(C=CC(=C1)F)C (3aR,5s,6aS)-2-(((2S)-7-oxabicyclo[2.2.1]heptan-2-yl)methyl)-N-(6-(5-fluoro-2-methylphenyl)-4-(trifluoromethyl)pyridazin-3-yl)octahydro-cyclopenta[c]pyrrol-5-amine